ClC1=C(CCNC2=C3C(=NC(=N2)C2=CC=C(C(=O)OC)C=C2)N(N=C3CC)C)C(=CC=C1)Cl methyl 4-(4-((2,6-dichlorophenethyl)amino)-3-ethyl-1-methyl-1H-pyrazolo[3,4-d]pyrimidin-6-yl)benzoate